cyclobutoxymethyl (S)-6-diazo-2-((R)-2-methoxypropanamido)-5-oxohexanoate [N+](=[N-])=CC(CC[C@@H](C(=O)OCOC1CCC1)NC([C@@H](C)OC)=O)=O